C(C)OC(C)OCCC1=CC=CC=C1 2-(1-Ethoxyethoxy)ethyl-benzene